2,4-dimethyl-N-(5-(5-methyl-1,2,4-oxadiazol-3-yl)-2,3-dihydro-1H-inden-1-yl)oxazole-5-carboxamide CC=1OC(=C(N1)C)C(=O)NC1CCC2=CC(=CC=C12)C1=NOC(=N1)C